COC=1C=C(C=CC1)C1CC(CN(C1)CC1=CC=C(C=C1)C(F)(F)F)CC(=O)OC methyl 2-((anti)-5-(3-methoxyphenyl)-1-(4-(trifluoromethyl)benzyl)piperidin-3-yl)acetate